CN1N=CC(=C1)C=1C=C2CCCNC2=CC1C#N 6-(1-methylpyrazol-4-yl)-1,2,3,4-tetrahydroquinoline-7-carbonitrile